C(C)N1C[C@H]2[C@H](OCCN2C2=CC(=C(N=N2)C2=C(C=C(C=C2)Cl)O)C(F)F)CC1 2-[6-[(4aS,8aR)-6-ethyl-3,4a,5,7,8,8a-hexahydro-2H-pyrido[4,3-b][1,4]oxazin-4-yl]-4-(difluoromethyl)pyridazin-3-yl]-5-chloro-phenol